N-(1'-(2-(3-hydroxy-3-methylpyrrolidin-1-yl)-6-methylpyrimidin-4-yl)-1',2'-dihydrospiro[cyclopropane-1,3'-pyrrolo[3,2-c]pyridin]-6'-yl)acetamide OC1(CN(CC1)C1=NC(=CC(=N1)N1CC2(C=3C=NC(=CC31)NC(C)=O)CC2)C)C